(R)-3-(piperidin-3-yl)azetidine-1-carboxylic acid tert-butyl ester C(C)(C)(C)OC(=O)N1CC(C1)[C@@H]1CNCCC1